C(C)(C)N1C=CC=2C(=CC(=CC12)C=1C=NC(=CC1)N1CCN(CC1)C(C)C)C(=O)NCC=1C(NC(=CC1CCC)C)=O 1-isopropyl-6-(6-(4-isopropylpiperazin-1-yl)pyridin-3-yl)-N-((6-methyl-2-oxo-4-propyl-1,2-dihydropyridin-3-yl)methyl)-1H-indole-4-carboxamide